2-(3-bromo-2-methylphenyl)-4,5,6,7-tetrahydrooxazolo[4,5-c]pyridine BrC=1C(=C(C=CC1)C=1OC2=C(CNCC2)N1)C